tert-butyl (R)-6-methyl-8-oxo-1,2,4,4a,5,6,8,10-octahydro-3H-furo[3,4-g]pyrazino[1,2-a]quinoxaline-3-carboxylate CN1C[C@H]2N(C3=CC4=C(C=C13)C(OC4)=O)CCN(C2)C(=O)OC(C)(C)C